2-(4-(4-acetylpiperazin-1-yl)phenylamino)-4-(tetrahydro-2H-pyran-4-ylamino)pyrimidine-5-carboxamide C(C)(=O)N1CCN(CC1)C1=CC=C(C=C1)NC1=NC=C(C(=N1)NC1CCOCC1)C(=O)N